C(#N)C1=C(C(=CC=C1)C=1C=C2C=NN(C2=CC1F)CC(C)(C)O)C1=CC(=CC=C1)F cyano-3'-fluoro-6-(6-fluoro-1-(2-hydroxy-2-methylpropyl)-1H-indazol-5-yl)-[1,1'-biphenyl]